O1C(CCCC1)[NH3+] tetrahydropyranylammonium